C[C@@]1(OCCN(C1)[C@@H]1CCC=2C1=NNC(C2C(F)(F)F)=O)C(=O)N2CCN(CC2)C2=NC=C(C=C2)C(F)(F)F |o1:1,&1:7| rac-(R*)-7-((S*)-2-Methyl-2-(4-(5-(trifluoromethyl)pyridin-2-yl)piperazine-1-carbonyl)morpholino)-4-(trifluoromethyl)-2,5,6,7-tetrahydro-3H-cyclopenta[c]pyridazin-3-one